C(C=C)(=O)OCCCCOC(C=C)=O Butylene Glycol Diacrylate